S[SiH2]CCC(CCC)N=C=O mercapto-3-propyl-isocyanatopropyl-silane